C(C1=CC=CC=C1)OC1CN(S(C2=C1C=C(C=C2)Cl)(=O)=O)[C@@H](C(C)C2=C(C(=CC=C2F)C)C)C2=NNC(O2)=O 5-((1S)-1-(4-(benzyloxy)-6-chloro-1,1-dioxido-3,4-dihydro-2H-benzo[e][1,2]thiazin-2-yl)-2-(6-fluoro-2,3-dimethylphenyl)propyl)-1,3,4-oxadiazol-2(3H)-one